sodium dithio-carboxylate C(=S)[S-].[Na+]